N-(3-(3-chloro-2-(3-methoxy-4-((methyl(((R)-5-oxopyrrolidin-2-yl)methyl)amino)methyl)phenyl)pyridin-4-yl)-2-methylphenyl)-5-(((R)-3-hydroxypyrrolidin-1-yl)methyl)picolinamide ClC=1C(=NC=CC1C=1C(=C(C=CC1)NC(C1=NC=C(C=C1)CN1C[C@@H](CC1)O)=O)C)C1=CC(=C(C=C1)CN(C[C@@H]1NC(CC1)=O)C)OC